N1(CCNCC1)C1=CC=C(C=O)C=C1 4-piperazin-1-yl-benzaldehyde